BrC1=CC=C(C=C1)NC(=O)[C@@H]1NC[C@H](C1)F (2R,4S)-N-(4-bromophenyl)-4-fluoro-pyrrolidine-2-carboxamide